(tert-butyl-dimethyl-silyl-oxy)acetaldehyde C(C)(C)(C)[Si](OCC=O)(C)C